CN1N=C(C=C1)CNC1=CC=C2C(=N1)C(=CS2)C2=CC=NC=C2 N-((1-methyl-1H-pyrazol-3-yl)methyl)-3-(pyridin-4-yl)thieno[3,2-b]pyridin-5-amine